FC=1C=C(C=CC1)C1=NC(=NO1)C1CCN(CC1)C(=O)C1=CC=C(C=C1)C(C)C (4-(5-(3-fluorophenyl)-1,2,4-oxadiazol-3-yl)piperidin-1-yl)(4-isopropylphenyl)methanone